FC=1C=C(CN2CC(C2)N2N=CC=C2C(=O)NC2=CN=NC=C2)C=C(C1)C(F)(F)F 1-(1-(3-fluoro-5-(trifluoromethyl)benzyl)azetidin-3-yl)-N-(pyridazin-4-yl)-1H-pyrazole-5-carboxamide